3-[[4-[(E)-3-(4-Prop-2-enoxyphenyl)prop-2-enoyl]phenyl]sulfonylamino]propanoic acid C(C=C)OC1=CC=C(C=C1)/C=C/C(=O)C1=CC=C(C=C1)S(=O)(=O)NCCC(=O)O